ClC=1C=C(C=CC1Cl)C1=C(C(=C2N=C(C(=NC2=C1)N)N)C1=CC(=C(C=C1)Cl)Cl)N (E)-bis(3,4-dichlorophenyl)quinoxaline-2,3,6-triamine